4-(t-butoxy)styrene C(C)(C)(C)OC1=CC=C(C=C)C=C1